5-(4-aminopyridin-2-yl)-N-((6-methoxy-3,3-dimethyl-2,3-dihydrobenzofuran-7-yl)sulfonyl)quinoline-2-carboxamide NC1=CC(=NC=C1)C1=C2C=CC(=NC2=CC=C1)C(=O)NS(=O)(=O)C1=C(C=CC=2C(COC21)(C)C)OC